4-chloropyridinium hydrochloride Cl.ClC1=CC=[NH+]C=C1